5H-pyrrolo[2,3-b]pyridine-4-carboxamide N=1C=CC=2C1N=CCC2C(=O)N